C1(CC1)S(=O)(=O)C1=CC(=NC=C1)CNC(=O)N1CCN(CC1)C1=NC(=CN=C1)OCC N-[(4-cyclopropanesulfonylpyridin-2-yl)methyl]-4-(6-ethoxypyrazin-2-yl)piperazine-1-carboxamide